1-{3-[(2-oxo-2,3-dihydro-1H-benzimidazol-1-yl)methyl]phenyl}cyclopropane-1-carbonitrile O=C1NC2=C(N1CC=1C=C(C=CC1)C1(CC1)C#N)C=CC=C2